N-(5-((4-(1-Cyclopropyl-1H-indol-3-yl)-5-(oxazol-2-yl)pyrimidin-2-yl)amino)-4-methoxy-2-(3-(pyrrolidin-1-yl)azetidin-1-yl)phenyl)acrylamide C1(CC1)N1C=C(C2=CC=CC=C12)C1=NC(=NC=C1C=1OC=CN1)NC=1C(=CC(=C(C1)NC(C=C)=O)N1CC(C1)N1CCCC1)OC